P(Cl)(Cl)OC(COCC#C)COCC#C 1,3-bis(propargyloxy)-2-propanol dichlorophosphite